3-(benzyl-(5-isobutyl-4-(4-(methylsulfonyl)phenyl)thiazol-2-yl)amino)propionic acid C(C1=CC=CC=C1)N(CCC(=O)O)C=1SC(=C(N1)C1=CC=C(C=C1)S(=O)(=O)C)CC(C)C